2-[4-[[2-hydroxycyclohexyl]amino]pyrido[3,4-d]pyridazin-1-yl]-5-(trifluoromethoxy)phenol OC1C(CCCC1)NC=1N=NC(=C2C1C=NC=C2)C2=C(C=C(C=C2)OC(F)(F)F)O